O=C1NC(CCC1N1C(C2=CC=CC(=C2C1)C1=CC(=NO1)CC=1C(=NC=C(C1)C=1N=CC2=C(C=CC=C2C1)N1N=C(C2=C1CN(C(C2)=O)C)CC)C(=O)N)=O)=O ((5-(2-(2,6-Dioxopiperidin-3-yl)-1-oxoisoindolin-4-yl)isoxazol-3-yl)methyl)-5-(8-(3-ethyl-6-methyl-5-oxo-4,5,6,7-tetrahydro-1H-pyrazolo[3,4-c]pyridin-1-yl)isoquinolin-3-yl)picolinamide